C(=O)C(CC(=O)OCC)CCC ethyl 3-formylcaproate